CO[C@@H]1[C@@H]([C@H]([C@H]([C@H](O1)CO)O[C@@H]2[C@@H]([C@H]([C@H]([C@H](O2)CO)O)O)O)O)O The molecule is a methyl glycoside that consists of methyl alpha-D-galactoside having an alpha-D-galactosyl residue at the 4-position. It is a methyl glycoside and a disaccharide derivative. It derives from an alpha-D-galactose.